iron nickel tungsten copper tin [Sn].[Cu].[W].[Ni].[Fe]